FC(C=1C=C(CNC(=O)C2=CC=C3C4=C(NC3=C2)C=NC=C4)C=CC1)(F)F N-(3-(trifluoromethyl)benzyl)-9H-pyrido[3,4-b]indole-7-carboxamide